C(CCC)OCCOC=1C2=CC=CC=C2C(=C2C=CC=CC12)OCCOCCCC 9,10-Bis(2-butoxyethoxy)anthracene